FC=1C=CC(=C(N)C1)[N+](=O)[O-] 5-fluoro-2-nitroaniline